C(C)N1C(C(C(C2=CC(=CC=C12)C=1N=NN(C1)CC1=CC(=C(C=C1)[N+](=O)[O-])F)=O)O)=O 1-ethyl-6-(1-(3-fluoro-4-nitrobenzyl)-1H-1,2,3-triazol-4-yl)-3-hydroxyquinoline-2,4(1H,3H)-dione